BrC=1C=C2C(NC(=NC2=C(C1F)C=C)C)=O 6-bromo-8-ethenyl-7-fluoro-2-methyl-3,4-dihydroquinazolin-4-one